(1S)-N-(6-(1-((3R,4R)-4-hydroxy-3-methyltetrahydrofuran-3-yl)piperidin-4-yl)-7-methylisoquinolin-3-yl)spiro[2.2]pentane-1-carboxamide O[C@@H]1[C@](COC1)(C)N1CCC(CC1)C=1C=C2C=C(N=CC2=CC1C)NC(=O)[C@H]1CC12CC2